OC1C(C(C(C(C1O)O)O)O)O D-1,2,3,4,5,6-hexahydroxycyclohexane